C(C)(C)(C)NS(=O)(=O)C=1C=C(C=CC1)NC1=NC(=NC=C1C)NC1=CC=C(C(=O)NC2=CC(=C(C=C2)OC)OC)C=C1 4-((4-((3-(N-(tert-butyl)sulfamoyl)phenyl)amino)-5-methylpyrimidin-2-yl)amino)-N-(3,4-dimethoxyphenyl)benzamide